2,4-difluoro-5-cyano-N-(tetrahydropyran-4-yl)benzamide FC1=C(C(=O)NC2CCOCC2)C=C(C(=C1)F)C#N